F[C@H]1C[C@@H](N(C1)C=1C=CC=2N(N1)C(=CN2)C2=NC=CC(=C2)C[C@H](C)O)C=2C(=NC=C(C2)F)OC (S)-1-(2-(6-((2R,4S)-4-fluoro-2-(5-fluoro-2-methoxypyridin-3-yl)pyrrolidine-1-yl)imidazo[1,2-b]pyridazin-3-yl)pyridin-4-yl)propan-2-ol